propyl-heptanol C(CC)C(CCCCCC)O